2-(4-methyl-3-pentenyl)-9-acryloyloxy-10-acetoxy-1,4-dihydro-1,4-methanoanthracene CC(=CCCC=1C2C3=C(C4=CC=CC=C4C(=C3C(C1)C2)OC(C)=O)OC(C=C)=O)C